BrC1=CC(=C(C=C1Cl)NC(C(=O)OCC)=O)NC=1C(=NC=CC1)OC Ethyl 2-((4-bromo-5-chloro-2-((2-methoxypyridin-3-yl)amino)phenyl)amino)-2-oxoacetate